tert-butyl (S)-5-(4-(2-hydroxyethyl)benzoyl)-2,3-dihydro-1H-pyrrolizine-1-carboxylate OCCC1=CC=C(C(=O)C=2N3CC[C@@H](C3=CC2)C(=O)OC(C)(C)C)C=C1